tert-butyl N-[1-[4-[7-(1-cyano-1-methyl-ethyl)imidazo[1,2-a]pyridin-3-yl]-2-(difluoromethoxy)-6-methoxy-benzoyl]azetidin-3-yl]carbamate C(#N)C(C)(C)C1=CC=2N(C=C1)C(=CN2)C2=CC(=C(C(=O)N1CC(C1)NC(OC(C)(C)C)=O)C(=C2)OC)OC(F)F